ClC1=CC=C(C=C1)NC(=O)C=1C=NN(C1)C\C(\CNC(OC(C)(C)C)=O)=C\F tert-butyl (E)-(2-((4-((4-chlorophenyl)carbamoyl)-1H-pyrazol-1-yl)methyl)-3-fluoroallyl)carbamate